1-(t-Butyloxycarbonyl)amino-3,6,9-trioxadodecan-12-oic acid C(C)(C)(C)OC(=O)NCCOCCOCCOCCC(=O)O